(5S)-2-[1-(2,2-difluoroethyl)-1H-pyrazole-4-carbonyl]-9,9-dimethyl-8-oxo-2-azaspiro[4.5]dec-6-ene-7-carbonitrile FC(CN1N=CC(=C1)C(=O)N1C[C@@]2(CC1)C=C(C(C(C2)(C)C)=O)C#N)F